ClC=1C(=C(C=CC1)N1CCN(CC1)C(CN1N=C(C=2CC(CCC12)(F)F)C(=O)N1CCC(CC1)O)=O)C 1-(4-(3-Chloro-2-methylphenyl)piperazin-1-yl)-2-(5,5-difluoro-3-(4-hydroxypiperidin-1-carbonyl)-4,5,6,7-tetrahydro-1H-indazol-1-yl)ethan-1-on